NC1=NC=2C=NC(=CC2C2=C1COC2)C(=O)N2C(CC[C@@H](C2)C)C2=CC1=C(OC3(CC3)C(N1)=O)C=C2 6-((5S)-1-(4-amino-1,3-dihydrofuro[3,4-c][1,7]naphthyridine-8-carbonyl)-5-methylpiperidin-2-yl)spiro[benzo[b][1,4]oxazine-2,1'-cyclopropan]-3(4H)-one